N1=NC(NC1)=O 1,2,4-Triazolin-3-one